(R or S)-N-(5-chloro-2,3-dihydro-1H-inden-2-yl)-5-(3-methyl-1,2,4-oxadiazol-5-yl)pyrimidin-2-amine ClC=1C=C2C[C@@H](CC2=CC1)NC1=NC=C(C=N1)C1=NC(=NO1)C |o1:5|